N1N=CC(=C1)C1=CC=C(C=C1)NC1=NC(=NC=C1)C1=CC=C2C=C(NC2=C1)C(=O)N1CC2(C1)CNC2 (6-(4-((4-(1H-pyrazol-4-yl)phenyl)-amino)-pyrimidin-2-yl)-1H-indol-2-yl)(2,6-diazaspiro[3.3]heptan-2-yl)methanone